2-methyl-2-(phthalazin-6-yl)propanenitrile CC(C#N)(C)C=1C=C2C=NN=CC2=CC1